NC=1C(NC2=C(N=CC(=C2C1C1=C2C=NNC2=C(C=C1)F)OCC1CC1)C)=O 3-Amino-5-(cyclopropylmethoxy)-4-(7-fluoro-1H-indazol-4-yl)-8-methyl-1H-1,7-naphthyridin-2-one